isopropyl peroxybenzoate C(C1=CC=CC=C1)(=O)OOC(C)C